ethyl 2-(2-((7-(5-(1-aminoethyl)thiophen-3-yl)benzofuran-5-yl)methoxy)phenyl)acetate NC(C)C1=CC(=CS1)C1=CC(=CC=2C=COC21)COC2=C(C=CC=C2)CC(=O)OCC